triglycyl-lysine NCC(=O)[C@](N(C(CN)=O)C(CN)=O)(CCCCN)C(=O)O